N2-(3-((1-cyclopropylpyrrolidin-3-yl)methoxy)-4-methoxyphenyl)-6-methyl-N4-((tetrahydro-2H-pyran-4-yl)methyl)pyrimidine-2,4-diamine C1(CC1)N1CC(CC1)COC=1C=C(C=CC1OC)NC1=NC(=CC(=N1)NCC1CCOCC1)C